eicosyl palmitate C(CCCCCCCCCCCCCCC)(=O)OCCCCCCCCCCCCCCCCCCCC